ClC1=NC=C(C(=C1)N1C=NC(=C1)C(F)(F)F)C 2-chloro-5-methyl-4-(4-(trifluoromethyl)-1H-imidazol-1-yl)pyridine